[Ni].[Fe] iron Nickel